C(C1=CC=CC=C1)[C@H]1[C@@H](C1)C(=O)O |r| (+/-)-trans-2-benzyl-cyclopropanecarboxylic acid